The molecule is a monothioacetal that consists of cytosine having a (2R,5S)-2-(hydroxymethyl)-1,3-oxathiolan-5-yl moiety attached at position 1. An inhibitor of HIV-1 reverse transcriptase, it is used as an antiviral in the treatment of AIDS and hepatitis B. It has a role as a HIV-1 reverse transcriptase inhibitor, an antiviral drug, an anti-HBV agent, an allergen, a prodrug and an EC 2.7.7.49 (RNA-directed DNA polymerase) inhibitor. It is a monothioacetal, a primary alcohol, an oxacycle and a nucleoside analogue. It derives from a cytosine. C1[C@H](O[C@H](S1)CO)N2C=CC(=NC2=O)N